3-bromo-1-(3-chloropyridin-2-yl)-N-(1-(diethylcarbamoyl)cyclopropyl)-N-methyl-1H-pyrazole-5-carboxamide BrC1=NN(C(=C1)C(=O)N(C)C1(CC1)C(N(CC)CC)=O)C1=NC=CC=C1Cl